FC1=CC=C(C=C1)C1=CC(=CC=2C=C(OC21)CNC(OC(C)(C)C)=O)C2=CC=C(C=C2)S(=O)(=O)C tert-Butyl (7-(4-fluorophenyl)-5-(4-(methylsulfonyl)phenyl)benzofuran-2-yl)methylcarbamate